OC=1C(=CC2=CN(N=C2C1C)C)C=1N=C(C2=C(N1)C=CN(C2=O)[C@H]2CCN(C1(CC1)C2)C(=O)OC(C)(C)C)C tert-butyl (7S)-7-[2-(6-hydroxy-2,7-dimethyl-indazol-5-yl)-4-methyl-5-oxo-pyrido[4,3-d]pyrimidin-6-yl]-4-azaspiro[2.5]octane-4-carboxylate